Tert-butyl 5-(4-(2-(2,6-dioxopiperidin-3-yl)-1-oxoisoindolin-5-yl)piperazin-1-yl)pentanoate O=C1NC(CCC1N1C(C2=CC=C(C=C2C1)N1CCN(CC1)CCCCC(=O)OC(C)(C)C)=O)=O